C(C=C)C(CCCOCCCC(CC=C)O)O allyl-4-hydroxybutylether